1-(4-(3-(1H-tetrazol-5-yl)benzyl)piperazin-1-yl)-3-(3,5-dimethyl-1-(3-methyl-[1,2,4]triazolo[4,3-b]pyridazin-6-yl)-1H-pyrazol-4-yl)propan-1-one N1N=NN=C1C=1C=C(CN2CCN(CC2)C(CCC=2C(=NN(C2C)C=2C=CC=3N(N2)C(=NN3)C)C)=O)C=CC1